N1OCC=2C=CC=3C=NC=NC3C21 dihydroisoxazolo[4,3-h]quinazoline